potassium iron sulfur oxygen fluorine [F].[O].[S].[Fe].[K]